Tert-butyl (S)-3-(((7-bromo-2,6-dichloro-4-oxo-3,4-dihydroquinazolin-5-yl)oxy)methyl)piperazine-1-carboxylate BrC1=C(C(=C2C(NC(=NC2=C1)Cl)=O)OC[C@@H]1CN(CCN1)C(=O)OC(C)(C)C)Cl